N-{2-cyclopropyl-4-[4-(2-dimethylamino-phenyl)-piperidin-1-yl]-quinazolin-6-yl}-N,N',N'-trimethyl-ethane-1,2-diamine C1(CC1)C1=NC2=CC=C(C=C2C(=N1)N1CCC(CC1)C1=C(C=CC=C1)N(C)C)N(CCN(C)C)C